2-(3-butylphenyl)-N-hydroxyacetamidine C(CCC)C=1C=C(C=CC1)CC(=N)NO